(2S)-2-amino-5-[2-[2-[2-[2-[4-(4-methoxyphenyl)butanoylamino]ethoxy]ethoxy]ethoxy]ethylamino]-5-oxo-pentanoic acid N[C@H](C(=O)O)CCC(=O)NCCOCCOCCOCCNC(CCCC1=CC=C(C=C1)OC)=O